C(C1=CC=CC=C1)C1(CN(CC1)S(=O)(=O)C1=NN(N=C1)C)C=1C=C2C=NNC2=CC1C 5-(3-benzyl-1-((2-methyl-2H-1,2,3-triazol-4-yl)sulfonyl)pyrrolidin-3-yl)-6-methyl-1H-indazole